4,5-dinitryl-cyclohexene tert-butyl-3-((6-bromobenzo[d]thiazol-2-yl)carbamoyl)azetidine-1-carboxylate C(C)(C)(C)OC(=O)N1CC(C1)C(NC=1SC2=C(N1)C=CC(=C2)Br)=O.[N+](=O)([O-])C2CC=CCC2[N+](=O)[O-]